2-(Ethylmercapto-thioformyl-thio)-2-methylpropanoic acid C(C)SC(=S)SC(C(=O)O)(C)C